NC1=CC=C(C=C1)N1CCN(CC1)C1CC2(CC1)CCN(CC2)C2=CC=C1CN(C(C1=C2)=O)C2C(NC(CC2)=O)=O 3-(6-(2-(4-(4-aminophenyl)piperazin-1-yl)-8-azaspiro[4.5]decan-8-yl)-1-oxoisoindolin-2-yl)piperidine-2,6-dione